4,5-dihydroxypyridine OC1=CC=NC=C1O